CC1=CC=2C3=C(N(C2C=C1)CC1=C(C=CC=C1)C(F)(F)F)C1=CC=CC=C1C3 8-methyl-5-(2-(trifluoromethyl)benzyl)-5,10-dihydroindeno[1,2-b]indole